1,6,7-trihydroxy-5-isopropyl-3-methylnaphthalene OC1=CC(=CC2=C(C(=C(C=C12)O)O)C(C)C)C